(E)-1-[2-Hydroxy-4,6-bis(methoxymethoxy)phenyl]-3-phenylprop-2-en-1-one OC1=C(C(=CC(=C1)OCOC)OCOC)C(\C=C\C1=CC=CC=C1)=O